(+-)-4-(3-chloro-4-(2-((2R)-2-hydroxy-7-azabicyclo[2.2.1]heptan-7-yl)acetyl)-2,5-dimethyl-1H-pyrrol-1-yl)benzonitrile ClC1=C(N(C(=C1C(CN1C2[C@@H](CC1CC2)O)=O)C)C2=CC=C(C#N)C=C2)C